BrC(C(CC1=CC=C(C=C1)Cl)(F)F)=C 3-bromo-1-(4-chlorophenyl)-2,2-difluorobut-3-en